ONC(=O)C1(NC=CC=N1)N1CC2C(C2C1)NCC1=NC2=CC=C(C=C2C=C1)F N-hydroxy-2-{6-[(6-fluoro-quinolin-2-ylmethyl)-amino]-3-aza-bicyclo[3.1.0]hex-3-yl}pyrimidinecarboxamide